C(C)(C)C1CCC(CC1)N1CCC(CC1)N1C=C(C2=CC=CC=C12)C=NO 1-(1-((1s,4s)-4-isopropylcyclohexyl)piperidin-4-yl)-1H-indole-3-carbaldehyde oxime